4-(3,3-difluoro-1-pyrazolo[1,5-a][1,3,5]triazin-4-yl-piperidine-4-carbonyl)-3,5-dihydro-2H-pyrido[3,4-f][1,4]oxazepine-9-carbonitrile FC1(CN(CCC1C(=O)N1CCOC2=C(C1)C=NC=C2C#N)C2=NC=NC=1N2N=CC1)F